tert-Butyl 3-[(2-fluorophenyl)(hydroxy)methyl]-4-hydroxypiperidine-1-carboxylate FC1=C(C=CC=C1)C(C1CN(CCC1O)C(=O)OC(C)(C)C)O